C(C1=CC=CC=C1)OC=1C=C2C=CN(C2=CC1)S(=O)(=O)C1=CC=C(C(=O)NN)C=C1 4-((5-(Benzyloxy)-1H-indol-1-yl)sulfonyl)benzohydrazide